2,6-dimethyl-heptadiene CC(=C)C=CCC(C)C